FCN1C(C2=CC=CC=C2C1=O)=O 2-(fluoromethyl)isoindole-1,3-dione